S(C)(=O)(=O)[O-] (S)-mesylate